2,2'-(4-((3-methoxynaphthalen-2-yl)methyl)-1,4,7,10-tetraazacyclododecane-1,7-diyl)diacetic acid COC=1C(=CC2=CC=CC=C2C1)CN1CCN(CCNCCN(CC1)CC(=O)O)CC(=O)O